3,5,7,8-tetramethoxyflavone COC1=C(OC2=C(C(=CC(=C2C1=O)OC)OC)OC)C1=CC=CC=C1